ClC=1C(=C(C=CC1)S(=O)(=O)NC1=C(C=C(C=C1F)C#CC=1C=NC=C(C1)Cl)F)C 3-chloro-N-(4-((5-chloropyridin-3-yl)ethynyl)-2,6-difluorophenyl)-2-methylbenzenesulfonamide